COC1=NC=CC2=C1C=C(N2)C 4-methoxy-2-methyl-1H-pyrrolo[3,2-c]pyridine